C(C=C)(=O)N1[C@@H](C[C@H](CC1)N1N=NC=2C(=NC=3C(=C(C(=CC3C21)C)C2=C(C(=CC=C2)C)C)F)OC[C@H]2N(CCC2)C)CC#N ((2S,4S)-1-acryloyl-4-(7-(2,3-dimethylphenyl)-6-fluoro-8-methyl-4-(((S)-1-methylpyrrolidin-2-yl)methoxy)-1H-[1,2,3]triazolo[4,5-c]quinolin-1-yl)piperidin-2-yl)acetonitrile